2-(ethoxycarbonyl)-3,3,4-trimethylpentanoic acid C(C)OC(=O)C(C(=O)O)C(C(C)C)(C)C